CC1=C(C(C2=CC=CC=C2C1=O)=O)CC1=[N+](C=C(C=C1)C(F)(F)F)[O-] 2-((3-methyl-1,4-dioxo-1,4-dihydronaphthalen-2-yl)methyl)-5-(trifluoromethyl)pyridine 1-oxide